Methyl 4-((1-(tert-butoxycarbonyl)piperidin-4-yl)amino)-6-oxo-1-(tetrahydro-2H-pyran-4-yl)-1,6-dihydropyridine-3-carboxylate C(C)(C)(C)OC(=O)N1CCC(CC1)NC=1C(=CN(C(C1)=O)C1CCOCC1)C(=O)OC